ClC1=C(C=C(C=C1)C(C=O)C1=CC=CC=C1)C=1C(=CC=C(C1F)OC(F)F)C#N 2'-chloro-5-(difluoromethoxy)-6-fluoro-5'-(2-oxo-1-phenylethyl)-[1,1'-biphenyl]-2-carbonitrile